(furan-2-yl)benzyl chloride O1C(=CC=C1)C(C1=CC=CC=C1)Cl